[F-].C(CCCCC)[NH+]1C(CCCC1)CC 1-hexyl-2-ethylpiperidinium fluoride